ClC1=CC=C(C=C1)\C=C(/[C@@H](O)C(C)(C)C)\N1N=CN=C1 (αS,βE)-β-[(4-chlorophenyl)methylene]-α-(1,1-dimethylethyl)-1H-1,2,4-triazole-1-ethanol